COC(CC(C)C(C(C(=O)O)C(C)CC(OC)=O)C(=O)O)=O bis-(4-methoxy-4-oxo-butan-2-yl)-succinic acid